piperazinediethanol C1CN(C(CN1)CCO)CCO